CC=1N2C=3SC=4CC(CC4C3C(=NCC2=NN1)C1=C(C=CC=C1)C(F)(F)F)C(=O)N1CCOCC1 3-methyl-13-(morpholine-4-carbonyl)-9-[2-(trifluoromethyl)phenyl]-16-thia-2,4,5,8-tetraazatetracyclo[8.6.0.02,6.011,15]hexadeca-1(10),3,5,8,11(15)-pentaene